C1(=CC=CC=C1)[C@H]([C@H](C)N1CCCC1)O (1R,2S)-1-phenyl-2-(1-pyrrolidinyl)propane-1-ol